N1=CN=C(C2=CC=CC=C12)N[C@@H](CCOC1CC(C1)CCC1=NC=2NCCCC2C=C1)C(=O)O N-(quinazolin-4-yl)-O-((1R,3S)-3-(2-(5,6,7,8-tetrahydro-1,8-naphthyridin-2-yl)ethyl)cyclobutyl)homoserine